Methyl 7-[[1-tert-butoxycarbonyl-2-(hydroxymethyl)indol-6-yl]methyl]-8-oxo-2,7-naphthyridine-4-carboxylate C(C)(C)(C)OC(=O)N1C(=CC2=CC=C(C=C12)CN1C=CC=2C(=CN=CC2C1=O)C(=O)OC)CO